C1(=CC=CC=C1)C=1N=C2C=C3C(NC=4C=CC=CC34)=CN2C1 2-phenyl-6H-imidazo[1',2':1,6]pyrido[3,4-b]indole